octadecyl-trimethyl-ammonium p-toluenesulfonate CC1=CC=C(C=C1)S(=O)(=O)[O-].C(CCCCCCCCCCCCCCCCC)[N+](C)(C)C